chloroacetaldehyde methyl 3,4,4-trimethyl-2-cyclopentenyl acetal CC1=CC(CC1(C)C)OC(CCl)OC